CC=1C=C(N)C=CC1O[C@H]1CN(CC1)C (R)-3-methyl-4-((1-methylpyrrolidin-3-yl)oxy)aniline